FC(N1N=C(C=C1)COC1=CC=CC(=N1)C1CCN(CC1)CC1=NC2=C(N1C[C@H]1OCC1)C=C(C=C2)C(=O)O)F (S)-2-((4-(6-((1-(difluoromethyl)-1H-pyrazol-3-yl)methoxy)pyridin-2-yl)piperidin-1-yl)methyl)-1-(oxetan-2-ylmethyl)-1H-benzo[d]imidazole-6-carboxylic acid